O=C1N(N=C2N1CCCC2)CC2CCC(CC2)C(F)(F)F (5RS)-3-Oxo-2-{[4-(trifluoromethyl)cyclohexyl]methyl}-2,3,5,6,7,8-hexahydro[1,2,4]triazolo[4,3-a]pyridin